(vinylsulfonyl)propanamide C(=C)S(=O)(=O)C(C(=O)N)C